OC1=C(C=CC(=C1)OCCCC)C1=NC(=NC=N1)C1=C(C=C(C=C1)OCCCC)OCCCC (2-hydroxy-4-butoxyphenyl)-6-(2,4-dibutoxyphenyl)-1,3,5-triazine